4-(1-(1-(2-(dimethylamino)-2-oxoethyl)-3-methyl-1H-pyrazol-4-yl)-5-(3,5-dimethylisoxazol-4-yl)-1H-pyrrolo[2,3-b]pyridin-3-yl)-3-(trifluoromethoxy)benzoic acid CN(C(CN1N=C(C(=C1)N1C=C(C=2C1=NC=C(C2)C=2C(=NOC2C)C)C2=C(C=C(C(=O)O)C=C2)OC(F)(F)F)C)=O)C